ClC1=CC=C(CC2C3C4C=NC2(CC4CN3CC(C)C)C(=O)NCC(C)C)C=C1 7-(4-chlorobenzyl)-N,1-diisobutyl-1,2,3,3a,7,7a-hexahydro-6H-3,6-methanopyrrolo[3,2-c]pyridine-6-carboxamide